(S)-N-(2-(1-aminoethyl)phenyl)acetamide hydrochloride Cl.N[C@@H](C)C1=C(C=CC=C1)NC(C)=O